ClC1=C(C=C2C=CC=NC2=N1)F 7-chloro-6-fluoro-1,8-naphthyridine